Methyl 4-chloro-2-((pyrazolo[1,5-a]pyrimidine-3-carboxamido)methyl)benzofuran-7-carboxylate ClC1=CC=C(C2=C1C=C(O2)CNC(=O)C=2C=NN1C2N=CC=C1)C(=O)OC